5-(3-pyridinyl)-6,7-dihydrothiazolo[5,4-c]pyridin-4-one N1=CC(=CC=C1)N1C(C2=C(CC1)N=CS2)=O